(2S,4R)-2-[[1-acetyl-3-[4-(4-methylthiazol-5-yl)phenyl]azetidin-3-yl]carbamoyl]-4-hydroxy-pyrrolidine-1-carboxylic acid tert-butyl ester C(C)(C)(C)OC(=O)N1[C@@H](C[C@H](C1)O)C(NC1(CN(C1)C(C)=O)C1=CC=C(C=C1)C1=C(N=CS1)C)=O